C(C=C)P(OCC)(OCC)=O diethyl allylphosphonate